4-(2-(6,12-dioxo-8-(3-(trifluoromethyl)phenyl)-3,4,6,11,12,12a-hexahydrobenzo[e]pyrazino[1,2-a][1,4]diazepin-2(1H)-yl)-2-oxoethoxy)benzonitrile O=C1C2=C(NC(C3N1CCN(C3)C(COC3=CC=C(C#N)C=C3)=O)=O)C=CC(=C2)C2=CC(=CC=C2)C(F)(F)F